(2,5-dihydroxy-3-(3-sulfophenylaminocarbonyl)phenyl)acetic acid OC1=C(C=C(C=C1C(=O)NC1=CC(=CC=C1)S(=O)(=O)O)O)CC(=O)O